C(C)(C)(CC)CC(C(=O)O[O-])(C)C t-Amylperoxypivalat